Benzyl-1-(1-methoxy ethyl)cyclobutane-1-carboxylate C(C1=CC=CC=C1)OC(=O)C1(CCC1)C(C)OC